S(=O)(=O)(O)C1=C(C=CC=C1)P(C1=C(C=CC=C1)S(=O)(=O)O)C1=C(C=CC=C1)S(=O)(=O)O tri(sulfophenyl)phosphine